C12CNCC2N(C1)C=1C(NC(=CN1)SC1=C(C(=CC=C1)Cl)Cl)=O 3-(3,6-diazabicyclo[3.2.0]hept-6-yl)-6-((2,3-dichlorophenyl)thio)pyrazin-2(1H)-one